FC=1C(=C(C(=C(C1)O)F)F)F tetra-fluorophenol